C(=O)O.CN1C[C@@H](CCC1)NC1=NN=C(C=2CCCCC12)C1=C(C=C(C=C1)C(F)(F)F)O 2-(4-{[(3R)-1-methylpiperidin-3-yl]amino}-5,6,7,8-tetrahydrophthalazin-1-yl)-5-(trifluoromethyl)phenol formate salt